C1(CCC1)[C@H](CC=O)[C@H]1N(C(OC1)(C)C)C(=O)OC(C)(C)C tert-butyl (4R)-4-[(1S)-1-cyclobutyl-3-oxo-propyl]-2,2-dimethyl-oxazolidine-3-carboxylate